2-hydroxyethyl (3-(3,5-difluoro-4-((2-methyl-1H-imidazol-1-yl)methyl)phenyl)-5-isobutylthiophen-2-yl)sulfonylcarbamate FC=1C=C(C=C(C1CN1C(=NC=C1)C)F)C1=C(SC(=C1)CC(C)C)S(=O)(=O)NC(OCCO)=O